C(CCCCC)OC1=CC=C(C=C1)C(F)(F)F 1-(hexyloxy)-4-(trifluoromethyl)benzene